ON=C(C(=O)OC)C(=O)OC Dimethyl 2-(hydroxyimino)malonate